COC=1N=C2C(=C3C(=NC2=CC1COCCN1CCCC1)CCCCC3)NC3CCN(CC3)C3=CC=NC=C3 N-(2-methoxy-3-{[2-(pyrrolidin-1-yl)ethoxy]methyl}-6H,7H,8H,9H,10H-cyclohepta[b]1,5-naphthyridin-11-yl)-1-(pyridin-4-yl)piperidin-4-amine